BrC1=C(C=C(C(=C1F)F)OC([2H])[2H])CC(=O)O 2-(2-bromo-3,4-difluoro-5-(methoxy-d2)phenyl)acetic acid